[NH4+].C(C)(=O)[O-] acetate ammonium salt